8-oxo-3-(pyridin-1-ium-1-ylmethyl)-5-thia-1-azabicyclo[4.2.0]oct-2-ene-2-carboxylate O=C1CC2SCC(=C(N12)C(=O)[O-])C[N+]1=CC=CC=C1